lauryl-diaminoethyl-glycine hydrochloride salt Cl.C(CCCCCCCCCCC)N(CC(=O)O)CC(N)N